3-(6-(4-((2-(2-(6,6-dimethyl-4,5,6,7-tetrahydro-1H-indazol-3-yl)-1H-indol-6-yl)-1-oxo-2,8-diazaspiro[4.5]decan-8-yl)methyl)piperidin-1-yl)pyridin-3-yl)piperidine-2,6-dione CC1(CCC=2C(=NNC2C1)C=1NC2=CC(=CC=C2C1)N1C(C2(CC1)CCN(CC2)CC2CCN(CC2)C2=CC=C(C=N2)C2C(NC(CC2)=O)=O)=O)C